6-(2-chloro-5-fluorobenzamido)pyridine-3-carboxylic acid ClC1=C(C(=O)NC2=CC=C(C=N2)C(=O)O)C=C(C=C1)F